5-(4-amino-5-(((2-hydroxyethyl)amino)methyl)pyrrolo[2,1-f][1,2,4]triazin-7-yl)-N-(1-benzyl-1H-pyrazol-4-yl)-2-methoxynicotinamide NC1=NC=NN2C1=C(C=C2C=2C=NC(=C(C(=O)NC=1C=NN(C1)CC1=CC=CC=C1)C2)OC)CNCCO